OC1=C2C(C=C(OC2=C2C(=C1OC)OCO2)C2=CC=C(C=C2)O)=O 5,4'-dihydroxy-6-methoxy-7,8-methylenedioxyflavone